C1(CC1)[C@@H](NC(=O)[C@@H]1N([C@@H]2C[C@@H]2C1)C(C1=CC(=CC=C1)S(=O)(=O)C)=O)C1=CC(=C(C=C1)C)F (1R,3R,5R)-N-((R)-cyclopropyl(3-fluoro-4-methylphenyl)methyl)-2-(3-(methylsulfonyl)benzoyl)-2-azabicyclo[3.1.0]hexane-3-carboxamide